OCC=1C(=NC2=CC=C(C=C2C1)C(=O)N(CC1=NC=C(C=C1)C(F)(F)F)C)NCC1=CC=C(C=C1)OC 3-(Hydroxymethyl)-2-((4-methoxybenzyl)amino)-N-methyl-N-((5-(trifluoromethyl)pyridin-2-yl)methyl)quinoline-6-carboxamide